OC1(CCN(CC12CCCC2)C(=O)N2C(CNCC2)C2=CC=C(C=C2)OC)CN2C=NC(=CC2=O)C2=CC=CC=C2 3-((10-Hydroxy-7-(2-(4-methoxyphenyl)piperazine-1-carbonyl)-7-azaspiro[4.5]decan-10-yl)methyl)-6-phenylpyrimidin-4(3H)-one